benzaldehyde-13C [13CH](C1=CC=CC=C1)=O